1-methoxy-2-(methoxymethoxy)benzene COC1=C(C=CC=C1)OCOC